ClC1=CC=C2C(=C1)NC(C21N(C(C=2N=CN(C21)C(C)C)=O)C2=C(C=CC(=C2)Cl)C)=O 6-chloro-5'-(5-chloro-2-methylphenyl)-3'-isopropyl-3'H-spiro[indoline-3,4'-pyrrolo[3,4-d]imidazole]-2,6'(5'H)-dione